N-[(Trimethoxysilyl)methyl]benzenamine CO[Si](OC)(OC)CNC1=CC=CC=C1